ClC1=CC=C(C=N1)NC1=NC=CC2=CC(=CC=C12)OCC1=CN=C(O1)CC=1C=NC=CC1 N-(6-chloropyridin-3-yl)-6-((2-(pyridin-3-ylmethyl)oxazol-5-yl)methoxy)isoquinolin-1-amine